C(C)(C)(C)OC(NC=1N=NC(=C(C1)OC)C1CC(C1)OCC1=CC=CC=C1)=O.ClC=1C=C(CC2=CC=CN=N2)C=CC1 6-(3-chlorobenzyl)pyridazine tert-butyl-N-[6-(3-benzyloxycyclobutyl)-5-methoxy-pyridazin-3-yl]carbamate